1,2,3-trichloro-5-nitro-benzene ClC1=C(C(=CC(=C1)[N+](=O)[O-])Cl)Cl